C1(=CC=CC=C1)C(CCCCCCCCOCCCCCCCCC(C1=CC=CC=C1)(C1=CC=CC=C1)C1=CC=CC=C1)(C1=CC=CC=C1)C1=CC=CC=C1 triphenylnonylether